[Na+].IC1=C(C=CC=C1)S(=O)(=O)[O-] 2-iodobenzenesulfonic acid sodium salt